1,3-bis(4-cyanooxyphenyl)-2-cyanophenyl-4-cyanooxybenzoate C(#N)OC1=CC=C(C=C1)C1(C(C(=CC=C1)C1=CC=C(C=C1)OC#N)C#N)OC(C1=CC=C(C=C1)OC#N)=O